3-(2-(5-(1H-indolbenzylidene)-3-(2,4-dimethylphenyl)-4-oxothiazolidine-2-ylidene)hydrazono)-5-bromo-1H-indol-2-one N1C(=CC2=CC=CC=C12)C1=CC=CC=C1C=C1C(N(C(S1)=NN=C1C(NC2=CC=C(C=C12)Br)=O)C1=C(C=C(C=C1)C)C)=O